tert-butyl (3S,4R)-3-(N-(2-(3,3-difluoroazetidin-1-yl)ethyl)-2,2,2-trifluoroacetamido)-4-fluoropyrrolidine-1-carboxylate FC1(CN(C1)CCN(C(C(F)(F)F)=O)[C@H]1CN(C[C@H]1F)C(=O)OC(C)(C)C)F